ethyl 2-(5-(trifluoromethyl)-1,2,4-oxadiazol-3-yl)-6,7-dihydrothieno[3,2-c]pyridine-5(4H)-carboxylate FC(C1=NC(=NO1)C1=CC=2CN(CCC2S1)C(=O)OCC)(F)F